[5,6-dichloro-4-(2,6-difluorobenzoyl)-3-pyridyl]carbamate ClC=1C(=C(C=NC1Cl)NC([O-])=O)C(C1=C(C=CC=C1F)F)=O